N-phenyl-N'-(α-methylbenzyl)-p-phenylenediamine C1(=CC=CC=C1)NC1=CC=C(C=C1)NC(C1=CC=CC=C1)C